N-[(1S)-1-{[(1S)-1-{[4-(bromomethyl)-2-methoxyphenyl]carbamoyl}ethyl]carbamoyl}-2-methylpropyl]-6-(2,5-dioxo-2,5-dihydro-1H-pyrrol-1-yl)hexanamide BrCC1=CC(=C(C=C1)NC(=O)[C@H](C)NC(=O)[C@H](C(C)C)NC(CCCCCN1C(C=CC1=O)=O)=O)OC